4,7-dichloro-1-(4-chloro-2-isopropylpyridin-3-yl)-6-fluoropyrido[2,3-d]pyrimidin-2(1H)-one ClC=1C2=C(N(C(N1)=O)C=1C(=NC=CC1Cl)C(C)C)N=C(C(=C2)F)Cl